4-[(3-chloro-4-fluoro-phenyl)amino]-6-[1-(2-acetylamino-ethyl)-piperidin-4-yloxy]-7-methoxy-quinazoline ClC=1C=C(C=CC1F)NC1=NC=NC2=CC(=C(C=C12)OC1CCN(CC1)CCNC(C)=O)OC